6-({5-[(1S,3R)-3-{[dimethyl(2-methylprop-2-yl)silyl]oxy}cyclopentyl]-2-(2-methylprop-2-yl)pyrazol-3-yl}amino)-2,3-dihydro-1H-indene-1-carbonitrile C[Si](O[C@H]1C[C@H](CC1)C=1C=C(N(N1)C(C)(C)C)NC1=CC=C2CCC(C2=C1)C#N)(C(C)(C)C)C